3-(benzoylmethylamino)-2-fluoro-N-[2-iodo-4-[1,2,2,2-tetrafluoro-1-trifluoromethylethyl]-6-trifluoromethylphenyl]benzamide C(C1=CC=CC=C1)(=O)N(C=1C(=C(C(=O)NC2=C(C=C(C=C2C(F)(F)F)C(C(F)(F)F)(C(F)(F)F)F)I)C=CC1)F)C